2-(3-methyl-4-(methyl(4-propylphenyl)amino)phenoxy)pyrido[3,4-d]pyrimidin-4-ol CC=1C=C(OC=2N=C(C3=C(N2)C=NC=C3)O)C=CC1N(C1=CC=C(C=C1)CCC)C